2-[4-(6-Isobutoxy-1'-methyl-6'-oxo-1',6'-dihydro-[3,4']bipyridinyl-3'-yl)-pyrazol-1-yl]-benzoic acid C(C(C)C)OC1=CC=C(C=N1)C=1C(=CN(C(C1)=O)C)C=1C=NN(C1)C1=C(C(=O)O)C=CC=C1